1,3-dimethyl-butylideneamine CC(CC(C)C)=N